N-(5-Bromo-1-trityl-1H-indazol-3-yl)-3-(methylamino)cyclobutanecarboxamide BrC=1C=C2C(=NN(C2=CC1)C(C1=CC=CC=C1)(C1=CC=CC=C1)C1=CC=CC=C1)NC(=O)C1CC(C1)NC